3-nitro-2-((3-phenyl-1H-pyrazol-1-yl)methyl)pyridine [N+](=O)([O-])C=1C(=NC=CC1)CN1N=C(C=C1)C1=CC=CC=C1